4-(6-(5-((2,4-difluorophenyl)sulfonylamino)-6-methoxypyridin-3-yl)quinolin-4-yl)piperazine-1-carboxylic acid tert-butyl ester C(C)(C)(C)OC(=O)N1CCN(CC1)C1=CC=NC2=CC=C(C=C12)C=1C=NC(=C(C1)NS(=O)(=O)C1=C(C=C(C=C1)F)F)OC